C(C)OCCN(CCC(C(=O)O)NC(C1=C(C=CC=C1)S(=O)(=O)C(F)(F)F)=O)CCCCC1=NC=2NCCCC2C=C1 4-[2-ethoxyethyl-[4-(5,6,7,8-tetrahydro-1,8-naphthyridin-2-yl)butyl]amino]-2-[[2-(trifluoromethylsulfonyl)benzoyl]amino]butanoic acid